COC1=NC=C(C=C1)B(O)O 2-methoxypyridine-5-boronic acid